C(CCCCC)(=O)[O-].C(CCCCC)(=O)[O-].C(CCCCC)(=O)[O-].[Bi+3].ClC=1C=C(C=CC1)/C=C/C(=O)C=1N(C=CC1)C (E)-3-(3-chlorophenyl)-1-(N-methyl-pyrrol-2-yl)prop-2-en-1-one bismuth trishexanoate